N-(propan-2-yl)-2-(3-{[4-(pyridazin-3-yl)phenyl]amino}phenyl)-1H-benzo[d]imidazol-6-carboxamide CC(C)NC(=O)C=1C=CC2=C(NC(=N2)C2=CC(=CC=C2)NC2=CC=C(C=C2)C=2N=NC=CC2)C1